BrC=1C(=C(C=C2C(CCOC12)C)NC1=NC(=CC(=N1)NC)C)F N2-(8-bromo-7-fluoro-4-methyl-chroman-6-yl)-N4,6-dimethyl-pyrimidine-2,4-diamine